(2,2'-dichloro-[1,1'-biphenyl]-3,3'-diyl)bis(1-methyl-4,5,6,7-tetrahydro-1H-imidazo[4,5-c]pyridine-2-carboxamide) ClC1=C(C=CC=C1C1NCCC2=C1N=C(N2C)C(=O)N)C2=C(C(=CC=C2)C2NCCC1=C2N=C(N1C)C(=O)N)Cl